2-[3-(3,3-dimethylbutoxy)pyridin-4-yl]-3-[(3-fluorophenyl)amino]-1,5,6,7-tetrahydro-4H-pyrrolo[3,2-c]pyridin-4-one CC(CCOC=1C=NC=CC1C1=C(C=2C(NCCC2N1)=O)NC1=CC(=CC=C1)F)(C)C